C(C)(C)(C)OC(=O)N1[C@@H]2C[C@@H]2C[C@@H]1C(=O)O (1r,3r,5r)-2-(tert-butoxycarbonyl)-2-azabicyclo[3.1.0]hexane-3-carboxylic acid